CNC=1C=CC2=C(N=C(N=C2N)NC2CCN(CC2)C)N1 N7-methyl-N2-(1-methylpiperidin-4-yl)pyrido[2,3-d]pyrimidine-2,4,7-triamine